4-(4-amino-6-(4-(2-fluoroacrylamido)phenyl)pyrazolo[5,1-f][1,2,4]triazin-5-yl)-N-isobutylbenzamide NC1=NC=NN2C1=C(C(=N2)C2=CC=C(C=C2)NC(C(=C)F)=O)C2=CC=C(C(=O)NCC(C)C)C=C2